3-methacryloxypropyldichloromonomethoxysilane C(C(=C)C)(=O)OCCC[Si](OC)(Cl)Cl